OC=1C(OCC1C)=O hydroxy-4-methyl-2(5H)-furanone